bromoacetophenone dimethyl-sulfonium salt C[SH+]C.BrCC(=O)C1=CC=CC=C1